[N+](=O)([O-])C=1C=CC(=NC1)OCC(=O)OCC Ethyl 2-((5-nitropyridin-2-yl)oxy)acetate